N1(CCCC1)C1=NC=2N(C=C1)N=CC2C(=O)O 5-Pyrrolidin-1-ylpyrazolo[1,5-a]pyrimidine-3-carboxylic acid